NC1=C(C=CC(=C1F)N1CC2=CC=C(C=C2CC1)C(F)(F)F)NC(OCC)=O ethyl (2-amino-3-fluoro-4-(6-(trifluoromethyl)-3,4-dihydroisoquinolin-2(1H)-yl)phenyl)carbamate